3-(methoxy-d)-4-(4-(4-methylpiperazin-1-yl)piperidin-1-yl)benzene C(OC=1C=CC=CC1N1CCC(CC1)N1CCN(CC1)C)[2H]